(R)-(6-(4-(2-(2-fluoro-2-methylpropoxy)phenyl)piperidin-1-yl)-2-azaspiro[3.4]octan-2-yl)(oxetan-3-yl)methanone FC(COC1=C(C=CC=C1)C1CCN(CC1)[C@H]1CC2(CN(C2)C(=O)C2COC2)CC1)(C)C